N,N'-biscarboxyl-N,N'-bis(2,2,6,6-tetramethyl-4-piperidinyl)-hexanediamine C(=O)(O)N(C(CCCCC)N(C1CC(NC(C1)(C)C)(C)C)C(=O)O)C1CC(NC(C1)(C)C)(C)C